N(=[N+]=[N-])[C@]1([C@H]([C@H]([C@@H](O1)N1C=NC=2C(N)=NC=NC12)O)O)CO 4'-azido-adenosine